tert-butyl (1R)-1-(3-(6-(2-(2-(2-(2,6-dioxopiperidin-3-yl)-1-oxoisoindolin-4-ylamino)ethoxy)ethoxy)hexyloxy)phenyl)ethylcarbamate O=C1NC(CCC1N1C(C2=CC=CC(=C2C1)NCCOCCOCCCCCCOC=1C=C(C=CC1)[C@@H](C)NC(OC(C)(C)C)=O)=O)=O